7-fluoro-1,2,3,4-tetrahydroquinoline hydrochloride Cl.FC1=CC=C2CCCNC2=C1